(2S,3E)-2-[(2,2-difluoroethyl)amino]-4-iodobut-3-en-1-ol FC(CN[C@H](CO)\C=C\I)F